C(C)(C)OC1=NN(C=N1)[C@@H]1C[C@@H](CCC1)NC1=NC=C(C(=N1)OC1COC1)C(F)(F)F N-[(1R,3S)-3-(3-isopropoxy-1,2,4-triazol-1-yl)cyclohexyl]-4-(oxetan-3-yloxy)-5-(trifluoromethyl)pyrimidin-2-amine